BrC1=NN(C(=N1)Br)C(C)C 3,5-dibromo-1-isopropyl-1,2,4-triazole